4'-fluoro-2'-(1-hydroxyethyl)-1,1'-biphenyl FC1=CC(=C(C=C1)C1=CC=CC=C1)C(C)O